3-(5-(piperidin-4-yl)-1H-benzo[d]imidazol-1-yl)piperidine-2,6-dione N1CCC(CC1)C1=CC2=C(N(C=N2)C2C(NC(CC2)=O)=O)C=C1